[Os+2].N1C=NC=C1 imidazole osmium (ii)